FC=1C=C(C=CC1)C1=CC=C(C=C1)CC=1C(=C(SC1C)C)C(=O)NC1CC2(CC(C2)C(=O)O)C1 6-(4-((3'-fluoro-[1,1'-biphenyl]-4-yl)methyl)-2,5-dimethylthiophene-3-carboxamido)spiro[3.3]heptane-2-carboxylic acid